FC(C(=O)O)(F)F.C1(CC1)N1C(N(C=2C(C1=O)=C(N(C(C2C)=O)C)NC2=C(C=C(C=C2)I)F)C=2C=C(C=CC2)NC(=O)NC)=O 1-(3-(3-Cyclopropyl-5-((2-fluoro-4-iodophenyl)amino)-6,8-dimethyl-2,4,7-trioxo-3,4,6,7-tetrahydropyrido[4,3-d]pyrimidin-1(2H)-yl)phenyl)-3-methylurea 2,2,2-trifluoroacetate